O=C1NC(CCC1N1C(C2=CC=C(C=C2C1)C1=NC=CC(=C1F)CN1C2CN(CC1CC2)C(=O)OC)=O)=O methyl 8-((2-(2-(2,6-dioxopiperidin-3-yl)-1-oxoisoindolin-5-yl)-3-fluoropyridin-4-yl)methyl)-3,8-diazabicyclo[3.2.1]octane-3-carboxylate